4-((1-cyanocyclobutyl)amino)-2-fluorobenzoic acid C(#N)C1(CCC1)NC1=CC(=C(C(=O)O)C=C1)F